3b,17a-dihydroxypregn-5-en-20-one CC(=O)[C@]1(CC[C@@H]2[C@@]1(CC[C@H]3[C@H]2CC=C4[C@@]3(CC[C@@H](C4)O)C)C)O